1-amino-3-(aminomethyl)-3,5,5-trimethylcyclohexane NC1CC(CC(C1)(C)C)(C)CN